N(N)C(=O)C1CN(CCC1C)C(=O)OC(C)(C)C tert-butyl 3-(hydrazinecarbonyl)-4-methylpiperidine-1-carboxylate